C1OC=2C=C(CC(NCC)C)C=CC2O1 3,4-Methylenedioxy-N-ethylamphetamine